N-(5-((6-amino-5-(1-benzyl-1H-pyrazol-4-yl)pyrimidin-4-yl)oxy)pyridin-3-yl)acrylamide NC1=C(C(=NC=N1)OC=1C=C(C=NC1)NC(C=C)=O)C=1C=NN(C1)CC1=CC=CC=C1